C(C)C=1C(NC=2C=C(C=NC2C1)CN1CC(C1)NC=1C=CC(=NC1C)C(=O)NC)=O 5-((1-((7-ethyl-6-oxo-5,6-dihydro-1,5-naphthyridin-3-yl)methyl)azetidin-3-yl)amino)-N,6-dimethylpicolinamide